7-methoxybenzo[d][1,3]dioxol-5-amine COC1=CC(=CC2=C1OCO2)N